2-(4-methylphenoxy)-N-(2-pyridyl)-N-(tetrahydro-furan-2-ylmethyl)acetamide CC1=CC=C(OCC(=O)N(CC2OCCC2)C2=NC=CC=C2)C=C1